4-[3,5-dichloro-4-[2-[3-[2,6-dichloro-4-(3-methoxy-3-oxo-propyl)phenoxy]propoxy]ethoxy]anilino]pyridine-3-carboxylic acid ClC=1C=C(NC2=C(C=NC=C2)C(=O)O)C=C(C1OCCOCCCOC1=C(C=C(C=C1Cl)CCC(=O)OC)Cl)Cl